4-(5-(quinoxalin-6-yl)-3-(3'-(trifluoromethoxy)-[1,1'-biphenyl]-3-yl)-4,5-dihydro-1H-pyrazol-1-yl)butanoic acid N1=CC=NC2=CC(=CC=C12)C1CC(=NN1CCCC(=O)O)C=1C=C(C=CC1)C1=CC(=CC=C1)OC(F)(F)F